S(=O)(=O)=CC=COF fluoro sulfonyl-propenyl ether